OC1=C(SC(=C1O)C(=O)OCC)C(=O)OCC diethyl 3,4-dihydroxythiophene-2,5-dicarboxylate